C1(=CC=CC2=CC3=CC=CC=C3C=C12)N(C1=CC=CC=C1)C1=CC=C(C=C1)C1=CCC(C=C1)(C1=CC=CC=C1)N(C1=CC=CC2=CC3=CC=CC=C3C=C12)C1=CC=CC=C1 4,4'-bis[N-(1-anthracenyl)-N-phenylamino]-p-terphenyl